COCOC1=C(C=C(C=C1)C)C(=CC(=O)O)C1=CC=CC=C1 3-(2-methoxymethoxy-5-methyl-phenyl)-3-phenyl-acrylic acid